tert-Butyl (2-(3,3-difluoroazetidin-1-yl)quinoxalin-5-yl)carbamate FC1(CN(C1)C1=NC2=CC=CC(=C2N=C1)NC(OC(C)(C)C)=O)F